N1N=CC(=C1)C1=CC=C(C=C1)NC1=NC(=NC=C1)N1C=CC2=CC(=CC=C12)OC N-(4-(1H-pyrazol-4-yl)phenyl)-2-(5-methoxy-1H-indol-1-yl)pyrimidin-4-amine